3-chloro-5-fluoropyridine ClC=1C=NC=C(C1)F